BrC1=CC=C(C=C1)N1C([C@@H](CCC1)NC(=O)NC1=CC=C(C=C1)Cl)=O (R)-1-(1-(4-bromophenyl)-2-oxopiperidin-3-yl)-3-(4-chlorophenyl)urea